COC1=CC=NC=2C(N(C(OC21)=S)C=2SC1=C(N2)C=CC(=C1)OC1=CC=CC=C1)=O 8-Methoxy-3-(6-phenoxybenzo[d]thiazol-2-yl)-2-thioxo-2,3-dihydro-4H-pyrido[2,3-e][1,3]oxazin-4-one